C(C)(C)(C)OC(=O)N1[C@@H](COC1)C(=O)O (2S)-1-tert-butoxycarbonyl-4-oxapyrrolidine-2-carboxylic acid